(E)-2-((4-(benzyloxy)-1H-indol-3-yl)methylene)-1-(4-bromophenyl)hydrazin-1-ium chloride [Cl-].C(C1=CC=CC=C1)OC1=C2C(=CNC2=CC=C1)\C=N\[NH2+]C1=CC=C(C=C1)Br